N-(2-Azetidin-1-yl-ethyl)-N'-[7-(3,6-dihydro-2H-pyran-4-yl)-4-methoxy-thiazolo[4,5-c]pyridin-2-yl]-terephthalamide N1(CCC1)CCNC(C1=CC=C(C(=O)NC=2SC3=C(C(=NC=C3C=3CCOCC3)OC)N2)C=C1)=O